ClC1=C2N=CN(C2=NC(=N1)N)CC1=CC(=C(C=C1)[N+](=O)[O-])C(F)(F)F 6-chloro-9-[[4-nitro-3-(trifluoromethyl)phenyl]methyl]purin-2-amine